CC1=C(C(=CC(=C1)C)C)S(=O)(=O)[O-].N[N+]1=C(C(=CC(=C1)Br)C)N 1,2-diamino-5-bromo-3-methylpyridin-1-ium 2,4,6-trimethylbenzenesulfonate